disodium tartrate monopotassium tartrate C(=O)([O-])C(O)C(O)C(=O)[O-].[K+].C(=O)([O-])C(O)C(O)C(=O)O.[Na+].[Na+]